4-[[5-ethyl-3-[4-(trifluoromethyl)phenyl]-1H-1,2,4-triazol-1-yl]methyl]-2-(trifluoromethyl)pyridine C(C)C1=NC(=NN1CC1=CC(=NC=C1)C(F)(F)F)C1=CC=C(C=C1)C(F)(F)F